N1=C(NN2C1=COC=C2)C(=O)N [1,2,4]triazolo[5,1-c][1,4]oxazine-2-carboxamide